1-amino-2-bromo-4-chloronaphthalene NC1=C(C=C(C2=CC=CC=C12)Cl)Br